2-((6-amino-9H-purin-9-yl)methyl)-5-methyl-3-o-tolylquinazolin-4(3H)-one NC1=C2N=CN(C2=NC=N1)CC1=NC2=CC=CC(=C2C(N1C1=C(C=CC=C1)C)=O)C